CC1=CC2C(N(C12)C1=CC=CC=C1)=O 6-methyl-2-phenyl-2-azabicyclo[2.2.0]hex-5-en-3-one